N-methylamino-N-naphthylsulfonyl-ethylamine Hydrochloric Acid Salt Cl.CNN(S(=O)(=O)C1=CC=CC2=CC=CC=C12)CC